ClCCOC=1C=C(C=CC1)CC(=O)N (3-(2-chloroethoxy)phenyl)acetamide